((1s,3s)-3-hydroxy-3-methylcyclobutyl)(7-(quinolin-2-yl)-2-azaspiro[3.5]non-2-yl)methanone OC1(CC(C1)C(=O)N1CC2(C1)CCC(CC2)C2=NC1=CC=CC=C1C=C2)C